C(C)(C)(C)C1(CCCCC1)C(C)(C)C 1,1-bis-t-butyl-cyclohexane